2,4-diphenoxy-6-phenyl-1,3,5-triazine O(C1=CC=CC=C1)C1=NC(=NC(=N1)OC1=CC=CC=C1)C1=CC=CC=C1